tert-butyl 3-(4-((1-methoxyisoquinolin-5-yl)sulfonyl)piperazin-1-yl)azetidine-1-carboxylate COC1=NC=CC2=C(C=CC=C12)S(=O)(=O)N1CCN(CC1)C1CN(C1)C(=O)OC(C)(C)C